6-methyl-5-(2-(1-methyl-1H-pyrazol-4-yl)-1-((2-(trimethylsilyl)ethoxy)methyl)-1H-pyrrolo[2,3-b]pyridine-5-carboxamido)nicotinic acid CC1=NC=C(C(=O)O)C=C1NC(=O)C=1C=C2C(=NC1)N(C(=C2)C=2C=NN(C2)C)COCC[Si](C)(C)C